C(C=C)(=O)N1[C@H](CN(CC1)C=1C2=C(N=C(N1)OC[C@H]1N(CCC1)C)CC(OC2)C2=C(C(=CC=C2)Cl)C(F)(F)F)CC#N 2-((2S)-1-acryloyl-4-(7-(3-chloro-2-(trifluoromethyl)phenyl)-2-(((S)-1-methylpyrrolidin-2-yl)methoxy)-7,8-dihydro-5H-pyrano[4,3-d]pyrimidin-4-yl)piperazin-2-yl)acetonitrile